COC(C1=C(C=C(C(=C1)F)Cl)NC1=C(C=C(C=C1)F)CN(CCC1=NC(=CC=C1[N+](=O)[O-])OC)C(=O)OC(C)(C)C)=O ((2-(((tert-Butoxycarbonyl)(2-(6-methoxy-3-nitropyridin-2-yl)ethyl)-amino)methyl)-4-fluorophenyl)amino)-4-chloro-5-fluoro-benzoic acid methyl ester